C(C)(C)(C)N[C@@H](CC1=CC=CC=C1)C(=O)O.CN(C)CC=1C=C(\C=N\NC(=O)C2=NC(=CN=C2)C2=CC=C(C=C2)OC)C=CC1 (E)-N'-(3-((dimethylamino)methyl)benzylidene)-6-(4-methoxyphenyl)pyrazine-2-carbohydrazide tert-Butyl-L-phenylalaninate